N1N=CC=2C(=NC=CC21)N 1H-pyrazolo[4,3-c]Pyridin-4-amine